7-(2-((dimethyl(oxo)-λ6-sulfanylidene)amino)ethoxy)-5-(6-(4-((6-methoxypyridin-3-yl)oxy)piperidin-1-yl)pyridin-3-yl)imidazo[1,2-a]pyridine-3-carbonitrile CS(=O)(C)=NCCOC1=CC=2N(C(=C1)C=1C=NC(=CC1)N1CCC(CC1)OC=1C=NC(=CC1)OC)C(=CN2)C#N